tri(4-formylphenyl)amine C(=O)C1=CC=C(C=C1)N(C1=CC=C(C=C1)C=O)C1=CC=C(C=C1)C=O